2-methyl-N-(3-(5''-(methylsulfonyl)dispiro[cyclopropane-1,1'-cyclohexane-4',3''-indoline]-1''-carbonyl)phenyl)propane-2-sulfonamide CC(C)(C)S(=O)(=O)NC1=CC(=CC=C1)C(=O)N1CC2(C3=CC(=CC=C13)S(=O)(=O)C)CCC1(CC2)CC1